C(C)(C)(C)OC=1C(=CC=2C(N1)=NN(C2I)C)F 6-(tert-butoxy)-5-fluoro-3-iodo-2-methyl-2H-pyrazolo[3,4-b]pyridine